2-((6-chloro-5-(2'-(sulfooxy)-[1,1'-biphenyl]-4-yl)-1H-imidazo[4,5-b]pyridin-2-yl)thio)acetic acid ClC=1C=C2C(=NC1C1=CC=C(C=C1)C1=C(C=CC=C1)OS(=O)(=O)O)N=C(N2)SCC(=O)O